CC1(OCC=2C1=NC=C(C2)[N+](=O)[O-])C 7,7-dimethyl-3-nitro-5,7-dihydrofuro[3,4-b]pyridine